2-(2,2-dimethylpropoxycarbonylamino)-4-[2-phenoxyethyl-[4-(5,6,7,8-tetrahydro-1,8-naphthyridin-2-yl)butyl]amino]butanoic acid CC(COC(=O)NC(C(=O)O)CCN(CCCCC1=NC=2NCCCC2C=C1)CCOC1=CC=CC=C1)(C)C